FC(C1=C(C=CC=C1)C1=NN=CS1)F 5-(2-(difluoromethyl)phenyl)-1,3,4-thiadiazol